2,4,5,6-tetra(3,6-di-tert-butyl-9H-carbazol-9-yl)isophthalonitrile C(C)(C)(C)C=1C=CC=2N(C3=CC=C(C=C3C2C1)C(C)(C)C)C1=C(C#N)C(=C(C(=C1C#N)N1C2=CC=C(C=C2C=2C=C(C=CC12)C(C)(C)C)C(C)(C)C)N1C2=CC=C(C=C2C=2C=C(C=CC12)C(C)(C)C)C(C)(C)C)N1C2=CC=C(C=C2C=2C=C(C=CC12)C(C)(C)C)C(C)(C)C